C1N(CCC2=CC=CC=C12)C1C(NC(C1)=O)=O 3-(3,4-dihydroisoquinolin-2(1H)-yl)pyrrolidine-2,5-dione